tert-butyl (1-(2-amino-5-(8-(1-methyl-6-(trifluoromethyl)-1H-benzo[d]imidazol-5-yl) indolizine-3-carbonyl)phenyl)piperidin-3-yl)(methyl)carbamate NC1=C(C=C(C=C1)C(=O)C1=CC=C2C(=CC=CN12)C1=CC2=C(N(C=N2)C)C=C1C(F)(F)F)N1CC(CCC1)N(C(OC(C)(C)C)=O)C